tert-butyl 1-((2-(2,6-dioxopiperidin-3-yl)-1-oxoisoindolin-4-yl)glycyl)piperidine-4-carboxylate O=C1NC(CCC1N1C(C2=CC=CC(=C2C1)NCC(=O)N1CCC(CC1)C(=O)OC(C)(C)C)=O)=O